(3S,4r,5R)-1-(thiophen-2-ylmethyl)piperidine S1C(=CC=C1)CN1CCCCC1